CO[C@@]1(CNCC1)CO (S)-(3-methoxypyrrolidin-3-yl)methanol